(+/-)-alpha-[(tert-butylamino)methyl]-3,5-dihydroxybenzyl alcohol sulfate S(=O)(=O)(O)O[C@H](C1=CC(=CC(=C1)O)O)CNC(C)(C)C |r|